(S)-1'-(5-((4-chloropyridin-3-yl)thio)pyrazin-2-yl)-5,7-dihydrospiro[cyclopenta[b]pyridine-6,4'-piperidin]-5-amine ClC1=C(C=NC=C1)SC=1N=CC(=NC1)N1CCC2(CC1)[C@@H](C=1C(=NC=CC1)C2)N